5-(benzyloxy)chroman-3-amine C(C1=CC=CC=C1)OC1=C2CC(COC2=CC=C1)N